6-chloro-1'-(4'-oxo-1,3-dihydro-4'H-spiro[indene-2,5'-[1,3]oxazol]-2'-yl)-3H-spiro[2-benzofuran-1,4'-piperidin]-3-one ClC=1C=CC2=C(C1)C1(CCN(CC1)C=1OC3(C(N1)=O)CC1=CC=CC=C1C3)OC2=O